Cl.FC(C=1C=CC(=NC1)OC1CCC(CC1)N)(F)F 4-((5-(trifluoromethyl)pyridin-2-yl)oxy)cyclohexan-1-amine hydrochloride